N1(C=NC=C1)S(=O)(=O)[N+]1=CN(C=C1)C 3-((1H-imidazol-1-yl)sulfonyl)-1-methyl-1H-imidazol-3-ium